C(#C)C1=CCC(CC1)C(F)(F)F 1-ethynyl-4-(trifluoromethyl)cyclohex-1-ene